ClC=1C=C(CN(C(OC(C)(C)C)=O)CCCC=O)C=CC1OC(F)(F)F tert-Butyl 3-chloro-4-(trifluoromethoxy)benzyl(4-oxobutyl)carbamate